C(C=C)C1CCN(CC1)C1=C(C(=O)NC2=NC(=CN=C2)Cl)C=CC(=C1)Cl 2-(4-allylpiperidin-1-yl)-4-chloro-N-(6-chloropyrazin-2-yl)benzamide